C(CCCCCCCCCCC)C(CC(=O)O)SCCC(=O)O.C(CCCCCCCCCCC)C(CC(=O)O)SCCC(=O)O.C(CCCCCCCCCCC)C(CC(=O)O)SCCC(=O)O.C(CCCCCCCCCCC)C(CC(=O)O)SCCC(=O)O.OCC(CO)(CO)CO pentaerythritol tetrakis(β-lauryl thiodipropionate)